N-(7-chloro-6-(1-((3R,4R)-4-hydroxy-3-methyltetrahydrofuran-3-yl)piperidin-4-yl)isoquinolin-3-yl)-2-(2-methoxypropan-2-yl)cyclopropane-1-carboxamide ClC1=C(C=C2C=C(N=CC2=C1)NC(=O)C1C(C1)C(C)(C)OC)C1CCN(CC1)[C@@]1(COC[C@@H]1O)C